4-(cyclopentylmethoxy)-2-fluoro-5-methylbenzoic acid C1(CCCC1)COC1=CC(=C(C(=O)O)C=C1C)F